hydroxy-2-(4-hydroxyphenyl)-4-oxo-chroman-7-yl-(t-butoxycarbonyl)-alanine O[C@](N(C(=O)OC(C)(C)C)C1=CC=C2C(CC(OC2=C1)C1=CC=C(C=C1)O)=O)(C)C(=O)O